The molecule is the hydrochloride salt of cyclobenzaprine. A centrally acting skeletal muscle relaxant, it is used in the symptomatic treatment of painful muscle spasm. It has a role as a muscle relaxant and an antidepressant. It contains a cyclobenzaprine. It derives from a hydride of a dibenzo[a,d][7]annulene. CN(C)CCC=C1C2=CC=CC=C2C=CC3=CC=CC=C31.Cl